4-methoxy-5-morpholino-2H-pyrazolo[3,4-c]pyridine-7-carboxylic acid lithium [Li].COC=1C=2C(C(=NC1N1CCOCC1)C(=O)O)=NNC2